O=C1NC(CCC1N1C(C2=CC=C(C=C2C1=O)CN1CCC(=CC1)C1=COC=C1)=O)=O 2-(2,6-dioxopiperidin-3-yl)-5-((4-(furan-3-yl)-3,6-dihydropyridine-1(2H)-yl)methyl)isoindoline-1,3-dione